silyllactose [SiH3]C1(O)[C@H](O)[C@@H](O)[C@H](O[C@H]2[C@H](O)[C@@H](O)[C@@H](O)[C@H](O2)CO)[C@H](O1)CO